methyl (2S,3R)-3-[[(S)-tert-butylsulfinyl] amino]-3-(3-fluorophenyl)-2-[(3-nitro-2-pyridyl)amino]propanoate C(C)(C)(C)[S@](=O)N[C@@H]([C@@H](C(=O)OC)NC1=NC=CC=C1[N+](=O)[O-])C1=CC(=CC=C1)F